allylhydroxy-propylsulfonic acid C(C=C)C(CCS(=O)(=O)O)O